2-(2-chlorophenyl)-N-(2-(2-cyclopropoxyethyl)-4-sulfamoyl-2H-indazol-6-yl)acetamide ClC1=C(C=CC=C1)CC(=O)NC=1C=C(C2=CN(N=C2C1)CCOC1CC1)S(N)(=O)=O